4-(3,4-difluoro-2-methoxyphenyl)-4,5-dimethyl-5-(trifluoromethyl)tetrahydrothiophene-2-carboxamide FC=1C(=C(C=CC1F)C1(CC(SC1(C(F)(F)F)C)C(=O)N)C)OC